ClC=1C=NC=C(C1[C@@H](C)OC=1C=C2C(=NNC2=CC1)C=1C=C(C(=NC1)N)OC(F)F)Cl 5-[5-[(1R)-1-(3,5-dichloro-4-pyridyl)ethoxy]-1H-indazol-3-yl]-3-(difluoromethoxy)pyridin-2-amine